N-(1-(6-((R)-3-((cyclobutylmethyl)amino)piperidin-1-yl)pyridazin-3-yl)ethyl)-4-oxo-4H-pyrido[1,2-a]pyrimidine-2-carboxamide C1(CCC1)CN[C@H]1CN(CCC1)C1=CC=C(N=N1)C(C)NC(=O)C=1N=C2N(C(C1)=O)C=CC=C2